(R)-N-(2-amino-2-(4-(ethylsulfonyl)phenyl)ethyl)carboxamide hydrochloride Cl.N[C@@H](CNC=O)C1=CC=C(C=C1)S(=O)(=O)CC